3,5-bis(trifluoromethylphenyl)benzoic acid FC(F)(F)C1=C(C=CC=C1)C=1C=C(C(=O)O)C=C(C1)C1=C(C=CC=C1)C(F)(F)F